C(CC)OC(=C(OCCC)OCCC)[SiH3] Tripropoxyvinylsilan